C(#N)C=1C=C(C=CC1)C1=CC=C2C(=N1)NC(=N2)C2(CN(CCC2)C#N)F 3-(5-(3-cyanophenyl)-3H-imidazo[4,5-b]pyridin-2-yl)-3-fluoropiperidine-1-carbonitrile